pyrazolo[3,4-D]-pyrimidine N1N=CC=2C1=NC=NC2